1-chloro-3-((3-fluoro-5-methylbenzyl)amino)-N-(imidazo[1,2-a]pyridin-3-ylmethyl)-4-oxo-4,6,7,8-tetrahydropyrrolo[1,2-a]pyrazine-6-carboxamide trifluoroacetate FC(C(=O)O)(F)F.ClC1=C2N(C(C(=N1)NCC1=CC(=CC(=C1)C)F)=O)C(CC2)C(=O)NCC2=CN=C1N2C=CC=C1